CN1C=NC=C1C1=NC2=CC=CC=C2C(=C1)C1=NC2=C(N1C1=CC3=C(NC(N3)=O)C=C1)C=CC(=C2)C(=O)N 2-(2-(1-Methyl-1H-imidazol-5-yl)quinolin-4-yl)-2'-oxo-2',3'-dihydro-1'H-[1,5'-bi-benzo[d]imidazole]-5-carboxamide